ClC=1C=C(C=CC1F)NC1=NC=NC2=CC(=C(C=C12)NC(C=C)=O)OCCCN1CCN(CC1)CC=1C=C2CN(C(C2=CC1)=O)C1C(NC(CC1)=O)=O N-(4-((3-chloro-4-fluorophenyl)amino)-7-(3-(4-((2-(2,6-dioxopiperidin-3-yl)-1-oxoisoindolin-5-yl)methyl)piperazin-1-yl)propoxy)quinazolin-6-yl)acrylamide